imidazolyl fluorophosphate P(=O)(OC=1NC=CN1)([O-])F